COC1=C(C=CC(=C1)OC1=CC=CC=C1)C1=NN2C(NC3=C(CC2)C=CC=C3)=C1C(=O)N 2-(2-methoxy-4-phenoxyphenyl)-9,10-dihydro-4H-benzo[d]pyrazolo[1,5-a][1,3]diazepine-3-carboxamide